1H-tetrazole-5-carbohydrazide N1N=NN=C1C(=O)NN